CC1=CC=C(C=C1)S(=O)(=O)O 4-METHYLBENZENESULFONIC ACID